2-(1-(2-chloro-4-((2,6-dioxopiperidin-3-yl)amino)phenyl)-4-hydroxypiperidin-4-yl)acetic acid tert-butyl ester C(C)(C)(C)OC(CC1(CCN(CC1)C1=C(C=C(C=C1)NC1C(NC(CC1)=O)=O)Cl)O)=O